4-(difluoromethoxy)-1-((4-phenoxybenzoyl)glycyl)pyrrolidine-2-carboxamide FC(OC1CC(N(C1)C(CNC(C1=CC=C(C=C1)OC1=CC=CC=C1)=O)=O)C(=O)N)F